ClC=1C=C(C=CC1)N1C(\C(\CC1=O)=C\C1=C(OCC2=CC(=C(C(=O)O)C=C2)O)C=CC=C1)=O (E)-4-((2-((1-(3-chlorophenyl)-2,5-dioxopyrrolidin-3-ylidene)methyl)phenoxy)methyl)-2-hydroxybenzoic acid